FC([C@@H](N)C1=CN(C2=NC(=CC=C21)C2=C(C=C(C=C2)F)C(F)(F)F)CC(C)(C)C)F (S)-2,2-difluoro-1-(6-(4-fluoro-2-(trifluoromethyl)phenyl)-1-neopentyl-1H-pyrrolo[2,3-b]pyridin-3-yl)ethan-1-amine